FC1=CC=C(C=C1)N1N=C(N(C1=O)CC1=CC(=C(OC(C(=O)O)(C)C)C(=C1)C)C)C 2-(4-((1-(4-Fluorophenyl)-3-methyl-5-oxo-1,5-dihydro-4H-1,2,4-triazol-4-yl)methyl)-2,6-dimethylphenoxy)-2-methylpropanoic acid